FC1=C(N=C(C2=C1N=C(N=C2O)SC)OC)C2=CC(=CC1=CC=C(C(=C21)C#C[Si](C(C)C)(C(C)C)C(C)C)F)OCOC 8-fluoro-7-(7-fluoro-3-(methoxymethoxy)-8-((triisopropylsilyl)ethynyl)naphthalen-1-yl)-5-methoxy-2-(methylthio)pyrido[4,3-d]pyrimidin-4-ol